(4-(3-chlorophenyl)tetrahydro-2H-pyran-4-yl)methylamine hydrochloride Cl.ClC=1C=C(C=CC1)C1(CCOCC1)CN